5-bromo-1-ethyl-3-methyl-1H-pyrazole BrC1=CC(=NN1CC)C